ClC=1C(=C(C#N)C=C(C1)C(C)(C)C1=CC=C(C=C1)O)OCC 3-Chloro-2-ethoxy-5-(2-(4-hydroxyphenyl)prop-2-yl)benzonitrile